azidopropylamide N(=[N+]=[N-])CCC[NH-]